CO[C@H]1C[C@H](CCC1)C(C)(C)NC[C@H](O)C1=CC(=CC=C1)F (R)-2-{1-[(1S,3R)-3-methoxycyclohexyl]-1-methylethylamino}-1-(m-fluorophenyl)-1-ethanol